C1[C@@H]2CN3[C@H]1[C@@H](C=1NC4=CC=C(C=C4C1CC3)O)C2 (2R,12S,12aR)-1,2,3,5,6,11,12,12a-octahydro-2,12-methanopyrrolo[1',2':1,2]azepino[4,5-b]indol-8-ol